C1(=CC=CC=2OC3=C(C21)C=CC=C3)C3=NC=CC=C3 (dibenzofuranyl)pyridine